3-(3-oxo-3,4-dihydroquinoxalin-1(2H)-yl)propanamide O=C1CN(C2=CC=CC=C2N1)CCC(=O)N